S(OC1=CC=C(C=C1)OCC1=C(C=C(C=C1F)N1N=NC(=C1)[N+](=O)[O-])F)(=O)(=O)F 4-((2,6-difluoro-4-(4-nitro-1H-1,2,3-triazol-1-yl)benzyl)oxy)phenyl sulfurofluoridate